C(CCCCCC)OC=1C=C(SC1)N(C1=CC=CC=C1)C1=CC=C(C=C1)[N+](=O)[O-] 4-(heptyloxy)-N-(4-nitrophenyl)-N-phenylthiophen-2-amine